[Cl-].C(C)C1=NC=CN1C ethyl-3-methylimidazole chloride salt